C(C)N1N=C2N=C(C=NC2=C1)N[C@@H](C)C=1C=C(C=CC1F)NC(CC=1C=C(C=CC1)C)=O (S)-N-(3-(1-((2-ethyl-2H-pyrazolo[3,4-b]pyrazin-6-yl)amino)ethyl)-4-fluorophenyl)-2-(m-tolyl)acetamide